1,1,3,3-tetramethylbutylbromide CC(CC(C)(C)C)(C)Br